N-[(6-Amino-2-pyridyl)sulfonyl]-5-(3-bicyclo[2.2.1]hept-2-enyl)-6-tert-butyl-2-[(4S)-2,2,4-trimethylpyrrolidin-1-yl]pyridin-3-carboxamid NC1=CC=CC(=N1)S(=O)(=O)NC(=O)C=1C(=NC(=C(C1)C1=CC2CCC1C2)C(C)(C)C)N2C(C[C@@H](C2)C)(C)C